FC1(CN(CC1)C(=O)C1=C(OC=2N=CN=C(C21)NC2(CC2)C)C)C2=CC=CC=C2 5-(3-fluoro-3-phenylpyrrolidine-1-carbonyl)-6-methyl-N-(1-methylcyclopropyl)furo[2,3-d]pyrimidin-4-amine